C(C)(CC)C1C(NC2=C(CN1C(=O)NCCCCN1CCC(CC1)C(N)=O)C=CC=C2)=O 3-(sec-butyl)-N-(4-(4-carbamoylpiperidin-1-yl)butyl)-2-oxo-1,2,3,5-tetrahydro-4H-benzo[1,4]diazepine-4-carboxamide